Benzyl (2S)-2-[[(2-Benzyloxy-2-Oxo-Ethyl)Amino]Carbamoyl]Pyrrolidine-1-Carboxylate C(C1=CC=CC=C1)OC(CNNC(=O)[C@H]1N(CCC1)C(=O)OCC1=CC=CC=C1)=O